N-(benzo[d]thiazol-2-yl)-4-bromo-2-fluorobenzamide S1C(=NC2=C1C=CC=C2)NC(C2=C(C=C(C=C2)Br)F)=O